FC=1C(=NC(=NC1)NC1CCN(CC1)C(=O)O[C@@H]1CC[C@H](CC1)N1CCN(CC1)C1=C(C=C(C=C1)[N+](=O)[O-])F)C1=CC(=CC=C1)N1C(C=CC=C1)=O trans-(1r,4r)-4-(4-(2-fluoro-4-nitrophenyl)piperazin-1-yl)cyclohexyl 4-((5-fluoro-4-(3-(2-oxopyridin-1(2H)-yl)phenyl)pyrimidin-2-yl)amino)piperidine-1-carboxylate